[I].ClC1=C(OCC(=O)[O-])C=CC(=C1)Cl.C[NH2+]C dimethyl-ammonium (2,4-dichlorophenoxy)acetate iodine